BrC=1C=CC=C2C(=CNC(C12)=O)Cl 8-Bromo-4-chloroisoquinolin-1(2H)-one